4-amino-1-((2R,3R,4S,5R)-3-hydroxy-4-(phosphonooxy)-5-((phosphonooxy)methyl)tetrahydrofuran-2-yl)pyrimidine NC1=NCN(C=C1)[C@@H]1O[C@@H]([C@H]([C@H]1O)OP(=O)(O)O)COP(=O)(O)O